4-(3-bromo-4-methoxybenzyl)phthalazin-1(2H)-one BrC=1C=C(CC2=NNC(C3=CC=CC=C23)=O)C=CC1OC